(Z)-N-(2-(4-(4-chloro-1,2-diphenylbut-1-en-1-yl)phenoxy)ethyl)-6-((2-(2,6-dioxopiperidin-3-yl)-1,3-dioxoisoindolin-4-yl)sulfanyl)-N-methylhexanamide ClCC/C(=C(\C1=CC=CC=C1)/C1=CC=C(OCCN(C(CCCCCSC2=C3C(N(C(C3=CC=C2)=O)C2C(NC(CC2)=O)=O)=O)=O)C)C=C1)/C1=CC=CC=C1